(6-chloro-4-((4-methoxybenzyl)oxy)pyridin-3-yl)methanol phenyl-(8-chloro-[1,2,4]triazolo[1,5-a]pyridin-6-yl)carbamate C1(=CC=CC=C1)N(C(=O)OCC=1C=NC(=CC1OCC1=CC=C(C=C1)OC)Cl)C=1C=C(C=2N(C1)N=CN2)Cl